3-(2,2-difluoroethoxy)-4-(1-ethylpiperidin-4-yl)benzene-1,2-diamine FC(COC1=C(C(=CC=C1C1CCN(CC1)CC)N)N)F